OC(C)C(CC)C beta-hydroxy-3-methylpentane